7-chloro-N-(3,3-difluoropiperidin-4-yl)-2-methyl-5-((2-(trifluoromethyl)pyridin-3-yl)methoxy)-benzofuran-3-carboxamide ClC1=CC(=CC=2C(=C(OC21)C)C(=O)NC2C(CNCC2)(F)F)OCC=2C(=NC=CC2)C(F)(F)F